ClC1=CC=C2C3=C(NC2=C1)C(=NC=C3)NC(=O)C3CC3 N-(7-chloro-9H-pyrido[3,4-b]indol-1-yl)cyclopropanecarboxamide